C(C)C1=CCC1 2-ethylcyclobutene